(Z)-Octadec-9-enoic acid [N-ethyl-(3-phenyl-bicyclo[2.2.1]hept-2-yl)-carbamoyloxy]-methyl ester C(C)N(C(=O)OCOC(CCCCCCC\C=C/CCCCCCCC)=O)C1C2CCC(C1C1=CC=CC=C1)C2